ClC=1C(=NC(=NC1)NC1CCOCC1)C1=CC=C2CN(C(C2=C1)=O)CC(=O)N[C@H](CO)C1=NC(=CC=C1)C1CC1 2-(6-{5-chloro-2-[(oxan-4-yl)amino]pyrimidin-4-yl}-1-oxo-2,3-dihydro-1H-isoindol-2-yl)-N-[(1S)-1-(6-cyclopropylpyridin-2-yl)-2-hydroxyethyl]acetamide